Cl.N[C@@H]1CN(CCC1)C1=NC2=C(N1[C@H](C)C1=NC=C(C#N)C=C1)C=CC=C2 6-((R)-1-(2-((S)-3-Aminopiperidin-1-yl)-1H-benzo[d]imidazol-1-yl)ethyl)nicotinonitril-hydrochlorid